1-(3-(aminomethyl)phenyl)-N,N-dimethylmethylamine NCC=1C=C(C=CC1)CN(C)C